6-(2-bromo-1-((tert-butyldimethylsilyl)oxy)ethyl)-8-fluoro-1,4-dihydro-2H-benzo[d][1,3]oxazin-2-one BrCC(O[Si](C)(C)C(C)(C)C)C1=CC2=C(NC(OC2)=O)C(=C1)F